cyanoethoxydiisopropylaminophosphinyl-(S)-2-(4-aminobutyl)-1,3-propanediol C(#N)CCO[C@](C(CO)CCCCN)(O)P(=O)N(C(C)C)C(C)C